(6-methyl-4-(trifluoromethyl)pyridin-2-yl-amino)acrylamide methoxymethyl-4-((4-(benzyloxy)-2-methoxy-6-methylbenzoyl)oxy)-3-fluoro-2-(methoxymethoxy)-5,6-dimethylbenzoate COCOC(C1=C(C(=C(C(=C1C)C)OC(C1=C(C=C(C=C1C)OCC1=CC=CC=C1)OC)=O)F)OCOC)=O.CC1=CC(=CC(=N1)NC(C(=O)N)=C)C(F)(F)F